ClC1=C2C(=NC=C1)N(C(=C2)C)COCC[Si](C)(C)C 4-Chloro-2-methyl-1-((2-(trimethylsilyl)ethoxy)methyl)-1H-pyrrolo[2,3-B]pyridine